C(C)(=O)N1\C(\C(C2=CC=CC=C12)=O)=C/C1=NC2=CC=C(C=C2C=C1)C(=O)N1CCC(CC1)N1CCOCC1 (Z)-1-acetyl-2-((6-(4-morpholinopiperidine-1-carbonyl)quinolin-2-yl)methylene)indolin-3-one